NCCOCCOCCOCCNC(OC(C)(C)C)=O tert-butyl (2-(2-(2-(2-aminoethoxy)-ethoxy)-ethoxy)ethyl)carbamate